ClC=1C=CC(=C(C1)C=1C=C(C=2OCCNC2N1)NC1=C2C(=NC=C1)NC=C2)F 6-(5-chloro-2-fluorophenyl)-N-{1H-pyrrolo[2,3-b]pyridin-4-yl}-2H,3H,4H-pyrido[3,2-b][1,4]-oxazin-8-amine